C[C@H](CC(=O)O)[C@@H](C)S(=O)(=O)C1=NC=CC=N1 (3R,4R)-3-METHYL-4-(2-PYRIMIDINYLSULFONYL)PENTANOIC ACID